C(C)OC(C1=C(C(=C(C(=C1)OC)OC)OC)OC1=C(C=CC(=C1)C=CC1=CC(=C(C(=C1)OC)OC)OC)OC)=O 2-methoxy-5-(3,4,5-trimethoxystyryl)phenoxy-3,4,5-trimethoxybenzoic acid ethyl ester